{1-[1-(3-chloro-4-fluorobenzoyl)piperidin-4-yl]-3-[4-(7H-pyrrolo[2,3-d]pyrimidin-4-yl)-1H-pyrazol-1-yl]azetidin-3-yl}acetonitrile ClC=1C=C(C(=O)N2CCC(CC2)N2CC(C2)(N2N=CC(=C2)C=2C3=C(N=CN2)NC=C3)CC#N)C=CC1F